N-(3-(dimethylamino)propyl)-6-[123I]iodopyridazine-3-carboxamide CN(CCCNC(=O)C=1N=NC(=CC1)[123I])C